2-((6-cyclopropylpyridin-2-yl)methyl)-6-((1-(2-hydroxyethyl)-1H-pyrazol-3-yl)sulfonyl)phthalazin-1(2H)-one C1(CC1)C1=CC=CC(=N1)CN1C(C2=CC=C(C=C2C=N1)S(=O)(=O)C1=NN(C=C1)CCO)=O